NC=1C=2N(C3=C(N1)C=NC(=C3)C(=O)N(C)[C@@H]3COC1=C3C=CC(=C1)C13CC(C1)C3)C=NC2C (S)-4-amino-N-(6-(bicyclo[1.1.1]pentan-1-yl)-2,3-dihydrobenzofuran-3-yl)-N,3-dimethylimidazo[1,5-a]pyrido[3,4-e]pyrazine-8-carboxamide